trithio-phosphorous acid P(S)(S)S